3-((4-(1-(2-aminoethyl)piperidin-4-yl)phenyl)amino)piperidine-2,6-dione hydrochloride Cl.NCCN1CCC(CC1)C1=CC=C(C=C1)NC1C(NC(CC1)=O)=O